4-(3-(1-(cyclopropylsulfonyl)piperidin-4-yl)-1H-pyrazol-5-yl)-1H-pyrrole C1(CC1)S(=O)(=O)N1CCC(CC1)C1=NNC(=C1)C=1C=CNC1